CC1(CCCC1)C 1,1-Dimethyl-cyclopentan